N-(6-amino-5-ethylpyridin-3-yl)-2-((5S)-2-(5-fluoro-4-methyl-3-oxo-3,4-dihydrospiro[benzo[b][1,4]oxazin-2,1'-cyclopropan]-7-yl)-5-methylpiperidin-1-yl)-2-oxoacetamide NC1=C(C=C(C=N1)NC(C(=O)N1C(CC[C@@H](C1)C)C=1C=C(C2=C(OC3(CC3)C(N2C)=O)C1)F)=O)CC